4-(2-cyano-4-(N-(4-methoxybenzyl)propanesulfonamido)phenyl)-N,N-dimethylpiperazin-1-sulfonamide C(#N)C1=C(C=CC(=C1)N(S(=O)(=O)CCC)CC1=CC=C(C=C1)OC)N1CCN(CC1)S(=O)(=O)N(C)C